C(C1=CC=CC=C1)OC1=C(C=CC(=C1)OC)Br 2-(benzyloxy)-1-bromo-4-methoxybenzene